OC1CCN(CC1(C)C)C(=O)[O-] 4-hydroxy-5,5-dimethylpiperidine-1-carboxylate